7-bromo-1-(6-(3-(dimethylamino)azetidin-1-yl)pyridin-3-yl)-6-methyl-4-oxo-1,4-dihydroquinoline-3-carboxylic acid BrC1=C(C=C2C(C(=CN(C2=C1)C=1C=NC(=CC1)N1CC(C1)N(C)C)C(=O)O)=O)C